ClC=1C(=C(C=C(C1)OC)[C@@H](N[S@](=O)C(C)(C)C)C12CCC(CC1)(C2)F)F (R)-N-((S)-(3-chloro-2-fluoro-5-methoxyphenyl)(4-fluoro-bicyclo[2.2.1]hept-1-yl)methyl)-2-methylpropan-2-sulfinamide